BrC1=CC2=C(C3(CCCCN3C2=O)CCOC2OCCCC2)S1 2-Bromo-9a-(2-((tetrahydro-2H-pyran-2-yl)oxy)ethyl)-7,8,9,9a-tetrahydrothieno[2,3-a]indolizin-4(6H)-one